trimethyl-hexane di-isocyanate [N-]=C=O.[N-]=C=O.CC(CCCCC)(C)C